COC1=C(C=CC=C1)C1=NC=CC2=C1CN(C2=O)C2=CC=C(C#N)C=C2 4-[4-(2-methoxyphenyl)-1-oxo-1,3-dihydro-2H-pyrrolo[3,4-c]pyridin-2-yl]benzonitrile